S(C)(=O)(=O)O.N1(C=NC=C1)C=1C=C(C=C(C1)C(F)(F)F)NC(C1=CC(=C(C=C1)C)C#CC=1C=NC=2N(C1)N=CC2)=O N-(3-(1H-imidazol-1-yl)-5-(trifluoromethyl)phenyl)-4-methyl-3-(2-(pyrazolo[1,5-a]pyrimidin-6-yl)ethynyl)benzamide mesylate